benzyl (2-(3-hydroxytetrahydrofuran-3-yl)pyridin-4-yl)carbamate OC1(COCC1)C1=NC=CC(=C1)NC(OCC1=CC=CC=C1)=O